BrC=1C=CC=C2C(=C(N=CC12)C(=O)O)N(C)C 8-Bromo-4-(dimethylamino)isoquinoline-3-carboxylic acid